1-[[7-[8-ethynyl-7-fluoro-3-(methoxymethoxy)-1-naphthyl]-8-fluoro-4-morpholino-pyrido[4,3-d]pyrimidin-2-yl]oxymethyl]cyclopropanecarbaldehyde C(#C)C=1C(=CC=C2C=C(C=C(C12)C1=C(C=2N=C(N=C(C2C=N1)N1CCOCC1)OCC1(CC1)C=O)F)OCOC)F